C1(CC1)[C@@H](C(F)(F)F)NC(=O)C1=CN(C2=NC(=C(C=C2C1=O)F)N1[C@@H](CCCC1)CO)C1=C(C=C(C=C1F)F)F N-[(1S)-1-cyclopropyl-2,2,2-trifluoroethyl]-6-fluoro-7-[(2S)-2-(hydroxymethyl)piperidin-1-yl]-4-oxo-1-(2,4,6-trifluorophenyl)-1,4-dihydro-1,8-naphthyridine-3-carboxamide